C(C1=CC=CC=C1)OC(=O)NCCCC#CC1=CC=C(C=C1)C1=CC=CC=C1 4'-(5-(((benzyloxy)carbonyl)amino)pent-1-yn-1-yl)-[1,1'-biphenyl]